CN1N=C(CCC1=O)NC(OCCCC)=O butyl (1-methyl-6-oxo-1,4,5,6-tetrahydropyridazin-3-yl)carbamate